N1N=NC2=C1C=C(C=C2)N(/C(=N/O)/C=2N=NC(=CC2)N(C2CCNCC2)C)C (E)-N-(1H-benzo[d]-[1,2,3]triazol-6-yl)-N'-hydroxy-N-methyl-6-(methyl(piperidin-4-yl)amino)pyridazine-3-carboximidamide